tert-butyl (1R,5S)-3-[3-[[(1R)-1-[3-benzyloxy-5-(5-benzyloxycarbonyl-1-methyl-pyrrol-3-yl)phenyl]ethyl]carbamoyl]-4-methyl-phenyl]-3,8-diazabicyclo[3.2.1]octane-8-carboxylate C(C1=CC=CC=C1)OC=1C=C(C=C(C1)C1=CN(C(=C1)C(=O)OCC1=CC=CC=C1)C)[C@@H](C)NC(=O)C=1C=C(C=CC1C)N1C[C@H]2CC[C@@H](C1)N2C(=O)OC(C)(C)C